COC1=C(CNC(=O)C2=CC=C(S2)/C=C/C(=O)OC)C=CC(=C1)OC methyl (E)-3-{5-[(2,4-dimethoxybenzyl)carbamoyl]thiophen-2-yl}acrylate